(3-propylcarboxy)-triphenylphosphine bromide [Br-].CCCOC(=O)C1=C(C=CC=C1)P(C1=CC=CC=C1)C1=CC=CC=C1